FC1=C(OC=2C=C(OC3=C(C=CC=C3)C(C(=O)[O-])=COC)C=CC2)C=CC=C1 2-[2-[3-(2-fluorophenoxy) phenoxy] phenyl]-3-methoxyacrylate